4-methoxyphenyl 3-((2-oxo-2-((2-(phenylthio)phenyl)amino)ethyl)amino)benzoate O=C(CNC=1C=C(C(=O)OC2=CC=C(C=C2)OC)C=CC1)NC1=C(C=CC=C1)SC1=CC=CC=C1